NC1=C(C(=O)OC)C=C(C(=C1)F)F methyl 2-amino-4,5-difluorobenzoate